(TMS) chloride [Si](C)(C)(C)Cl